ClCCC(=O)Cl (R)-(-)-chloropropionyl chloride